C1(CCCCC1)N(C(=O)C1=CN(C2=CC=CC=C12)CC)C(NC1CCCCC1)=O N-cyclohexyl-N-(cyclohexylcarbamoyl)-1-ethyl-1H-indole-3-carboxamide